BrC1=NC=C(C(=C1)Br)[N+](=O)[O-] 2,4-dibromo-5-nitro-pyridine